N1C(=NC2=C1C=CC=C2)CNC2=NC(=NC=1N2N=CC1Br)N1CCC(CC1)NC(OC(C)(C)C)=O Tert-butyl [1-(4-{[(1H-benzimidazol-2-yl)methyl]amino}-8-bromopyrazolo[1,5-a][1,3,5]triazin-2-yl)piperidin-4-yl]carbamate